tert-butyl 1-(4-isopropylphenyl)-3-[(2-methoxy-2-oxoethyl)(methyl)amino]-4H,6H,7H-pyrazolo[4,3-c]pyridine-5-carboxylate C(C)(C)C1=CC=C(C=C1)N1N=C(C=2CN(CCC21)C(=O)OC(C)(C)C)N(C)CC(=O)OC